(S)-2-(5-(2-(Dimethylamino)ethyl)-2-oxo-4-trifluoromethyl-pyridin-1(2H)-yl)-4-methylpentanamide CN(CCC=1C(=CC(N(C1)[C@H](C(=O)N)CC(C)C)=O)C(F)(F)F)C